FC1=NC(=C2N=CN(C2=N1)C1OCC1)NCC1=CC(=CC(=C1)F)F 2-fluoro-6-[(3,5-difluorobenzyl)amino]-9-(oxetan-2-yl)-9H-purine